4-(4-morpholinophenyl)butanamide O1CCN(CC1)C1=CC=C(C=C1)CCCC(=O)N